FC(C(=O)O)(F)F.N1CC(C1)CN1CCC2(CN(C2)C2=NC=CC(=N2)COC2=CC=C(C=C2)C(C)(C)C=2C=C(C#N)C=C(C2)Cl)CC1 3-(2-(4-((2-(7-(azetidin-3-ylmethyl)-2,7-diazaspiro[3.5]nonan-2-yl)pyrimidin-4-yl)methoxy)phenyl)propan-2-yl)-5-chlorobenzonitrile trifluoroacetate